OB1OCC2=C1C(=C(C=C2)C(=O)N[C@@H](C(C)C)C(=O)OCC2CCOCC2)C (tetrahydro-2H-pyran-4-yl)methyl (1-hydroxy-7-methyl-1,3-dihydrobenzo[c][1,2]oxaborole-6-carbonyl)-L-valinate